C(C)(C)(C)N(C(O)=O)CCC#CC1=C2CN(C(C2=C(C=C1)Cl)=O)C1C(NC(CC1)=O)=O.FC=1C=C(C=CC1)CS(=O)(=O)N 1-(3-fluorophenyl)methansulfonamid tert-Butyl-(4-(7-chloro-2-(2,6-dioxopiperidin-3-yl)-1-oxoisoindolin-4-yl)but-3-yn-1-yl)carbamate